potassium triphosphonate methylaminoxide CN[O-].P(=O)(O)OP(=O)(O)OP(=O)O.[K+]